4-methyl-2-[4-(4-methylpiperazin-1-yl)-6-morpholin-4-yl-pyrimidin-2-ylamino]thiazole-5-carboxylic acid ethyl ester C(C)OC(=O)C1=C(N=C(S1)NC1=NC(=CC(=N1)N1CCN(CC1)C)N1CCOCC1)C